NCC(C=1SC=C(N1)CCO)NC(=O)C=1NC(=CC1)C1=NC=C(C=C1)C(F)(F)F N-(2-Amino-1-(4-(2-hydroxyethyl)thiazol-2-yl)ethyl)-5-(5-(trifluoromethyl)pyridin-2-yl)-1H-pyrrole-2-carboxamide